5-bromo-2,7-naphthyridine-3-carboxylic acid ethyl ester C(C)OC(=O)C=1N=CC2=CN=CC(=C2C1)Br